2-bromo-1-[2-methyl-7H-imidazo[1,2-a][1,3]diazol-3-yl]ethanone BrCC(=O)C1=C(N=C2N1C=CN2)C